C1(=CC=CC=C1)C1=C(C(=C2C=CC=CC2=C1)C1=CC(=CC2=CC=CC=C12)C1=CC=CC=C1)O (S)-3,3'-bis(phenyl)-1,1'-binaphthol